methyl 3-(4-chlorophenyl)-3-oxodithiopropionate ClC1=CC=C(C=C1)C(CC(=S)SC)=O